C1(CCC1)C(=O)N1CCC(CC1)C(=O)N(C1=CC(=CC=C1)F)CC=1N=C2N(C=CC(=C2)C=2OC(=NN2)C(F)F)C1 1-(cyclobutanecarbonyl)-N-((7-(5-(difluoromethyl)-1,3,4-oxadiazol-2-yl)imidazo[1,2-a]pyridine-2-yl)methyl)-N-(3-fluorophenyl)piperidine-4-carboxamide